ClC1=CC=C(C=C1)C1C(C(OC(C1)C1=CC(=C(C(=C1)OC)OC)OC)C1SCCCS1)C1=CC=CC=C1 4-(4-chlorophenyl)-2-(1,3-dithian-2-yl)-3-phenyl-6-(3,4,5-trimethoxyphenyl)-tetrahydropyran